C(CC)[Si](OC)(CCC)CCC trin-propyl-monomethoxysilane